iron oxide hydride [H-].[O-2].[Fe+3]